4-oxo-2-phenyl-4H-chromene-7,8-diylbis(methylcarbamate) O=C1C=C(OC2=C(C(=CC=C12)N(C([O-])=O)C)N(C([O-])=O)C)C1=CC=CC=C1